dicyclohexyl-pentaerythritol bisphosphite P(O)(O)O.P(O)(O)O.C1(CCCCC1)C(O)(C(CO)(CO)CO)C1CCCCC1